tert-butyl (1R,3S,5R)-3-(2-(3-acetyl-5-bromo-1H-indazol-1-yl)acetyl)-2-azabicyclo[3.1.0]hexane-2-carboxylate C(C)(=O)C1=NN(C2=CC=C(C=C12)Br)CC(=O)[C@H]1N([C@@H]2C[C@@H]2C1)C(=O)OC(C)(C)C